(4-(3-((4-bromo-2-fluorophenoxy)methyl)phenoxy)piperidin-1-yl)-1-((1-isopropyl-1H-imidazole-5-yl)methyl)-1H-benzo[d]imidazole-6-carboxylate BrC1=CC(=C(OCC=2C=C(OC3CCN(CC3)C3=NC4=C(N3CC3=CN=CN3C(C)C)C=C(C=C4)C(=O)[O-])C=CC2)C=C1)F